C1C(NCC12CCNCC2)=O 3,8-diazaspiro[4.5]decan-2-one